3-(4-amino-5-(trifluoromethyl)pyrrolo[2,1-f][1,2,4]triazin-7-yl)-6-(4-fluoro-1-(2-hydroxy-2-methylpropanoyl)pyrrolidin-3-yl)-7,8-dihydro-1,6-naphthyridin-5(6H)-one NC1=NC=NN2C1=C(C=C2C=2C=NC=1CCN(C(C1C2)=O)C2CN(CC2F)C(C(C)(C)O)=O)C(F)(F)F